(6-(6-bromopyrazin-2-yl)-2H-indazol-2-ylmethyl)piperidine-1-carboxylic acid tert-butyl ester C(C)(C)(C)OC(=O)N1C(CCCC1)CN1N=C2C=C(C=CC2=C1)C1=NC(=CN=C1)Br